ClC1=C(C(=O)N2CC3=CC=CC(=C3C(N2)=O)C(CC(=O)O)CC)C(=CC(=C1)C=1C=NN(C1)C)Cl 3-[2-[2,6-Dichloro-4-(1-methylpyrazol-4-yl)benzoyl]-4-oxo-1,3-dihydrophthalazin-5-yl]pentanoic acid